BrC1=C(N=NC(=C1)C(F)(F)F)N 4-bromo-6-(trifluoromethyl)pyridazin-3-amine